3,4,5,6-tetrachlorophenol ClC=1C=C(C(=C(C1Cl)Cl)Cl)O